dimethyl 4-((1r,3r)-3-(((1-(tert-butoxycarbonyl)piperidin-4-yl)methyl)(isopropyl)amino)cyclobutoxy)phthalate C(C)(C)(C)OC(=O)N1CCC(CC1)CN(C1CC(C1)OC=1C=C(C(C(=O)OC)=CC1)C(=O)OC)C(C)C